4-(bis(4-methoxybenzyl)amino)-N-(1-((3-chloro-2-fluorophenyl)amino)-6-methylisoquinolin-5-yl)pyrrolo[2,1-f][1,2,4]triazine-7-carboxamide COC1=CC=C(CN(C2=NC=NN3C2=CC=C3C(=O)NC3=C2C=CN=C(C2=CC=C3C)NC3=C(C(=CC=C3)Cl)F)CC3=CC=C(C=C3)OC)C=C1